ClC1=NC2=NC(=C(N=C2C(=N1)Cl)CCC)C 2,4-dichloro-7-methyl-6-propyl-pteridine